C1(CC1)[C@H](CO)NC(=O)C=1C(N(N=C(C1)C1=CC=C(C=C1)C)C1=CC(=CC=C1)F)=O |r| N-[(1RS)-1-cyclopropyl-2-hydroxyethyl]-2-(3-fluorophenyl)-6-(4-methylphenyl)-3-oxo-2,3-dihydropyridazine-4-carboxamide